FC=1C=C(C=CC1[N+](=O)[O-])N1C[C@@H](N(CC1)C(=O)OC(C)(C)C)C tert-butyl (S)-4-(3-fluoro-4-nitrophenyl)-2-methylpiperazine-1-carboxylate